N-(5-((5-cyano-4-((3-fluorobicyclo[1.1.1]pentan-1-yl)amino)pyrimidin-2-yl)amino)-2-((2-(dimethylamino)ethyl)(methyl)amino)-4-methoxyphenyl)acrylamide C(#N)C=1C(=NC(=NC1)NC=1C(=CC(=C(C1)NC(C=C)=O)N(C)CCN(C)C)OC)NC12CC(C1)(C2)F